N[C@@H](CNC(OC(C)(C)C)=O)CCOC(NCCC(=O)O)=O (R)-7-amino-2,2-dimethyl-4,11-dioxo-3,10-dioxa-5,12-diazapentadecan-15-oic acid